C(C)N(CCN(C=1C=NC=C(C1)NC1=NC=C2C(=N1)C(OC=1C=C(C=CC12)N1N=NC=C1C)(C)C)C)CC N3-[2-(diethylamino)ethyl]-N5-[5,5-dimethyl-8-(5-methyl-1H-1,2,3-triazol-1-yl)-5H-chromeno[3,4-d]pyrimidin-3-yl]-N3-methylpyridine-3,5-diamine